C(C)OC([C@@H](CC=1C=C(C=C(C1)CP(=O)(O)O)C1=CC=CC=C1)N)=O |r| (+/-)-α-amino-3-(5-phosphonomethyl-[1,1'-biphenyl]-3-yl)propanoic acid ethyl ester